CC(C)C1=C(C(=CC(=C1)C=1C=NC(=CC1)C(F)(F)F)C(C)C)CC(=O)NS(=O)(=O)C1=CC=C(C=C1)CN(C)C 2-[2,6-bis(propan-2-yl)-4-[6-(trifluoromethyl)pyridin-3-yl]phenyl]-N-{4-[(dimethylamino)methyl]benzene-sulfonyl}acetamide